N-[2-(2-aminoethoxy)ethyl]-2-ethyl-4-[[3-[1-propyl-3-(trifluoromethyl)pyrazol-4-yl]imidazo[1,2-a]pyrazin-8-yl]amino]benzamide NCCOCCNC(C1=C(C=C(C=C1)NC=1C=2N(C=CN1)C(=CN2)C=2C(=NN(C2)CCC)C(F)(F)F)CC)=O